C1(=CC=CC=C1)SC1=NC=C(C(=C1)OC=1C(=NC(=NC1)N)N)C(C)C 5-((2-(phenylsulfanyl)-5-isopropylpyridin-4-yl)oxy)pyrimidine-2,4-diamine